CC1=CC=C(C=C1)SC1[C@@H]([C@H]([C@@H]2OC(OC[C@H]2O1)C1=CC=CC=C1)OC(=S)OC1=CC=CC=C1)N1C(C2=CC=CC=C2C1=O)=O 2-[(4aR,7R,8R,8aS)-6-(4-methylphenyl)sulfanyl-8-phenoxycarbothioyloxy-2-phenyl-4,4a,6,7,8,8a-hexahydropyrano[3,2-d][1,3]dioxin-7-yl]isoindole-1,3-dione